C(C)OC[C@]1(CN(CC1)C(C)(C)C=1C=NC(=CC1)C)CCC=1C(=CSC1)C#N |o1:4| (R or S)-4-(2-(3-(ethoxymethyl)-1-(2-(6-methylpyridin-3-yl)propan-2-yl)pyrrolidin-3-yl)ethyl)thiophene-3-carbonitrile